COC(=O)C1CC2=C(C(=NC(=C2F)OCC2=NN(C=C2)COCC[Si](C)(C)C)C)C1 4-fluoro-1-methyl-3-[[1-(2-trimethylsilylethoxymethyl)pyrazol-3-yl]methoxy]-6,7-dihydrocyclopenta[c]pyridine-6-carboxylic acid methyl ester